phenyl-3-butene C1(=CC=CC=C1)CCC=C